N,N-diethyl-N-methyl-N-2-(4-vinylphenyl)ethyl-ammonium chloride [Cl-].C(C)[N+](CCC1=CC=C(C=C1)C=C)(C)CC